C(C)(C)(C)OC(=O)NCCC1CN(C(O1)=O)C=1C=C(C(=NC1)OCC(=O)OCC)[N+](=O)[O-] ethyl 2-[[5-[5-[2-(tert-butoxycarbonylamino)ethyl]-2-oxo-oxazolidin-3-yl]-3-nitro-2-pyridyl]oxy]acetate